NC(C(=O)O)CCN α,γ-diaminobutyric acid